(Z)-3-(diethylamino)-3-oxo-1-phenylprop-1-en-1-yl benzoate C(C1=CC=CC=C1)(=O)O\C(=C/C(=O)N(CC)CC)\C1=CC=CC=C1